4-(2-amino-4-bromophenyl)-6-methyl-4,6-diazaspiro[2.5]octan-5-one NC1=C(C=CC(=C1)Br)N1C2(CC2)CCN(C1=O)C